CC1(C(=C(C1)C1=C(C=CC=C1)NC(C)=O)C1=CC(=C(C=C1)OC)OC)C N-(2-(3,3-dimethyl-2-(3,4-dimethoxyphenyl)cyclobut-1-en-1-yl)phenyl)acetamide